Methyl 3-(4-(N-(6-(8-(benzo[d]thiazol-2-ylcarbamoyl)-3,4-dihydroisoquinolin-2(1H)-yl)-3-(1-(cyclohexylmethyl)-5-methyl-1H-pyrazol-4-yl)picolinoyl)sulfamoyl)phenyl)propanoate S1C(=NC2=C1C=CC=C2)NC(=O)C=2C=CC=C1CCN(CC21)C2=CC=C(C(=N2)C(=O)NS(=O)(=O)C2=CC=C(C=C2)CCC(=O)OC)C=2C=NN(C2C)CC2CCCCC2